BrC1=C2C=CN(C2=C(C=C1)C#N)C 4-Bromo-1-methyl-indole-7-carbonitrile